C(C1=CC=CC=C1)(=O)O (2S,3S,4S,5R,6S)-benzoic acid